BrC(=CC(F)F)F 1-bromo-1,3,3-trifluoropropene